1-methoxy-3-prop-2-ynyl-1-[[4-[5-(trifluoromethyl)-1,2,4-oxadiazol-3-yl]phenyl]methyl]urea CON(C(=O)NCC#C)CC1=CC=C(C=C1)C1=NOC(=N1)C(F)(F)F